N[C@@H]1C[C@@H]2N(C(CCN(C2=O)[C@@H](C(=O)NCC2=CC(=C(C=C2)Cl)Cl)CC(C)C)CCC2=CC=CC=C2)C1 (2R)-2-((8R,9aS)-8-amino-1-oxo-5-phenethylhexahydro-1H-pyrrolo[1,2-a][1,4]diazepin-2(3H)-yl)-N-(3,4-dichlorobenzyl)-4-methylpentanamide